CN(C)CC1=C(C=CC(=N1)NC=1C=CC(=C2CNC(C12)=O)C1=CN=C2N1C=CC(=C2)F)[C@]2(COCC2)O (R)-7-((6-((dimethylamino)-methyl)-5-(3-hydroxytetra-hydrofuran-3-yl)pyridin-2-yl)amino)-4-(7-fluoroimidazo[1,2-a]pyridin-3-yl)isoindolin-1-one